The molecule is a primary aliphatic ammonium ion that is the conjugate acid of 2-methylpropanamine. It is a conjugate acid of a 2-methylpropanamine. CC(C)C[NH3+]